8-(trifluoromethyl)-4H-1,4-benzoOxazine-3-thione FC(C1=CC=CC=2NC(COC21)=S)(F)F